6-bromo-5-fluoro-N-{3-methyl-4-[(1-methyl-1,3-benzodiazol-5-yl)oxy]phenyl}quinazolin-4-amine BrC=1C(=C2C(=NC=NC2=CC1)NC1=CC(=C(C=C1)OC1=CC2=C(N(C=N2)C)C=C1)C)F